BrC=1C(=C(C(=O)NC2=CC(=C(C=C2)OC2=C3C(=NC=C2)NC(N3C(C)C)=O)F)C=CC1)C(F)(F)F 3-bromo-N-(3-fluoro-4-((1-isopropyl-2-keto-2,3-dihydro-1H-imidazo[4,5-b]pyridin-7-yl)oxy)phenyl)-2-(trifluoromethyl)benzamide